2,4-dihydroxy-5-isopropyl-N-methyl-N-(1-methyl-1H-indol-6-yl)benzamide OC1=C(C(=O)N(C2=CC=C3C=CN(C3=C2)C)C)C=C(C(=C1)O)C(C)C